Dimethyl 2-Nitroisophthalate [N+](=O)([O-])C1=C(C(=O)OC)C=CC=C1C(=O)OC